(±)-cis-N-[8-amino-6-(2-hydroxy-4-methyl-3-pyridyl)-3-isoquinolinyl]-2-fluoro-cyclopropanecarboxamide NC=1C=C(C=C2C=C(N=CC12)NC(=O)[C@H]1[C@H](C1)F)C=1C(=NC=CC1C)O |r|